methyl 3-(3-(2-((tert-butoxycarbonyl)amino)ethyl)phenyl)propanoate C(C)(C)(C)OC(=O)NCCC=1C=C(C=CC1)CCC(=O)OC